(R)-N-(4-methoxy-phenylethyl)-2-propylamine COC1=CC=C(C=C1)CCNC(C)C